CN(C)C1CCCCC1 N,N-dimethylcyclohexanamine